NCC1=CC=C(C=C1)COC1=C(C(=NN1C(C(COC)(C)C)=O)C1C(NCC1C)=O)C 3-(5-{[4-(Aminomethyl)phenyl]methoxy}-1-(3-methoxy-2,2-dimethylpropanoyl)-4-methyl-1H-pyrazol-3-yl)-4-methylpyrrolidin-2-on